C1(CCCC1)CC(C)=NO 1-cyclopentyl-acetoxime